3-(6-methoxy-1H-benzo[d]imidazol-2-yl)-4,4-dimethylcyclopent-2-en-1-one COC=1C=CC2=C(NC(=N2)C2=CC(CC2(C)C)=O)C1